C(C1=CC=CC=C1)OC(C(CNC(=O)C1=CC2=NC=CC(=C2S1)CF)NC(=O)OCC1=CC=CC=C1)=O.FC1=CC(=C(C=C1)NC(C1=CC=CC=C1)=O)C(=C)F N-(4-fluoro-2-(1-fluorovinyl)phenyl)benzamide benzyl-2-(((benzyloxy)carbonyl)amino)-3-(7-(fluoromethyl)thieno[3,2-b]pyridine-2-carboxamido)propanoate